(2-chloro-3-((5-chloro-3-methyl-4-oxo-3,4-dihydroquinazolin-6-yl)amino)-4-fluorophenyl)-3-fluoroazetidine-1-sulfonamide ClC1=C(C=CC(=C1NC=1C(=C2C(N(C=NC2=CC1)C)=O)Cl)F)C1N(CC1F)S(=O)(=O)N